3-(4-aminophenyl)-1-(tert-butyl)-5-((6-(trifluoromethyl)pyridin-2-yl)amino)-1H-pyrazole-4-carboxamide NC1=CC=C(C=C1)C1=NN(C(=C1C(=O)N)NC1=NC(=CC=C1)C(F)(F)F)C(C)(C)C